CN1N=CC(=C1C)C=1C=NC=2CCN(CC2C1)C=1C(=C(C=2N(N1)C(C=CN2)=O)C)C 7-(3-(1,5-dimethyl-1H-pyrazol-4-yl)-7,8-dihydro-1,6-naphthyridin-6(5H)-yl)-8,9-dimethyl-4H-pyrimido[1,2-b]pyridazin-4-one